2-(benzofuran-5-ylsulfonyl)-5-(benzoylprolyl)-1,2,3,4,5,6-hexahydropyrrolo[3,4-c]pyrrole O1C=CC2=C1C=CC(=C2)S(=O)(=O)N2CC=1CN(CC1C2)C([C@H]2N(CCC2)C(C2=CC=CC=C2)=O)=O